C(C)(C)(C)OC(=O)N(C=1C=NC(=NC1)C=1C=C(C(=NC1)C(=O)[O-])C(=C)C)C 5-(5-((tert-butoxycarbonyl)(methyl)amino)pyrimidin-2-yl)-3-(prop-1-en-2-yl)picolinate